1-(1-benzylpyrazol-4-yl)piperazine bis(trifluoroacetic acid) salt FC(C(=O)O)(F)F.FC(C(=O)O)(F)F.C(C1=CC=CC=C1)N1N=CC(=C1)N1CCNCC1